fluoro-catechol FC1=C(C(O)=CC=C1)O